N-((1S,3S,4S,6S)-2-((R)-oxetan-2-carbonyl)-3-((2,3',5'-trifluoro-[1,1'-biphenyl]-3-yl)methyl)-2-azabicyclo[4.1.0]heptan-4-yl)isopropyl-sulfonamide O1[C@H](CC1)C(=O)N1[C@H]2C[C@H]2C[C@@H]([C@@H]1CC=1C(=C(C=CC1)C1=CC(=CC(=C1)F)F)F)NS(=O)(=O)C(C)C